(E)-ethyl benzoate C(C1=CC=CC=C1)(=O)OCC